ClC=1N=CC(=NC1)C(=O)N[C@H](C(F)(F)F)C 5-chloro-N-[(1S)-2,2,2-trifluoro-1-methylethyl]pyrazine-2-carboxamide